N-methyl-1-(4-phenylthiazol-2-yl)methanamine CNCC=1SC=C(N1)C1=CC=CC=C1